C(C1=CC=CC=C1)NC(CC1=C(C=CC=C1)C)=O N-benzyl-2-(o-tolyl)acetamide